C1(CCCC2=CC=CC=C12)=C(C#N)C#N 2-(3,4-Dihydronaphthalen-1(2H)-ylidene)malononitrile